N1N=CC(=C1)C=1C=NC(=NC1)N1CCC(CC1)CN1C(CCC1)=O 1-((1-(5-(1H-pyrazol-4-yl)pyrimidin-2-yl)piperidin-4-yl)methyl)pyrrolidin-2-one